COC=1C=C(CNC(=O)N)C=CC1 1-(3-methoxybenzyl)urea